(2R)-2-[[4-(2,6-dimethylphenyl)-7-quinolyl]oxy]-1-[3-(1-hydroxycyclopropyl)-1-piperidyl]propan-1-one CC1=C(C(=CC=C1)C)C1=CC=NC2=CC(=CC=C12)O[C@@H](C(=O)N1CC(CCC1)C1(CC1)O)C